7-(3-(1,2,4-oxadiazol-3-yl)phenyl)-2-(1-cyclopropyl-2-hydroxy-2-methylpropyl)isoindolin-1-one O1N=C(N=C1)C=1C=C(C=CC1)C=1C=CC=C2CN(C(C12)=O)C(C(C)(C)O)C1CC1